NC1=CC=C(C(=C1C1=CC(N2[C@H](C[C@H](C2=C1)C)C(=O)OCC(=O)C1=CC=C(C=C1)NS(=O)(=O)C)=O)F)Cl |r| rac-2-(4-(methylsulfonamido)phenyl)-2-oxoethyl (1R,3R)-7-(6-amino-3-chloro-2-fluorophenyl)-1-methyl-5-oxo-1,2,3,5-tetrahydroindolizine-3-carboxylate